FC1=C(C=CC(=C1)F)C1=C(C=2N(C(=N1)N)C=NN2)C2=CC(=NC(=C2)C)CF 7-(2,4-difluorophenyl)-8-(2-(fluoromethyl)-6-methylpyridin-4-yl)-[1,2,4]triazolo[4,3-c]pyrimidin-5-amine